FC1=CN=C2N1N=C(C=C2N2CC(C(C2)(F)F)(F)F)C=2C(NC(NC2)=O)=O 5-(3-fluoro-8-(3,3,4,4-tetrafluoropyrrolidin-1-yl)imidazo[1,2-b]pyridazin-6-yl)pyrimidine-2,4(1H,3H)-dione